4-[[2-fluoro-3-methoxy-propyl]-[4-(5,6,7,8-tetrahydro-1,8-naphthyridin-2-yl)butyl]amino]-2-[[2-methyl-2-(3-pyridyl)propanoyl]amino]butanoic acid FC(CN(CCC(C(=O)O)NC(C(C)(C=1C=NC=CC1)C)=O)CCCCC1=NC=2NCCCC2C=C1)COC